N-nitrosyl-aniline N(=O)NC1=CC=CC=C1